C(C)C=1C(NC2=C(C(=NC=C2C1)C(C)N1CCN(CC1)C=1C=CC(=NC1F)C(=O)NC)F)=O 5-(4-(1-(3-ethyl-8-fluoro-2-oxo-1,2-dihydro-1,6-naphthyridin-7-yl)ethyl)piperazin-1-yl)-6-fluoro-N-methylpyridinecarboxamide